1-(1-fluoro-2-methyl-prop-1-enyl)-3-nitro-benzene FC(=C(C)C)C1=CC(=CC=C1)[N+](=O)[O-]